(+)-(4aR,8aS)-6-[3-[4-(4-Methoxypyrimidin-2-yl)oxyphenyl]azetidine-1-carbonyl]-4,4a,5,7,8,8a-hexahydropyrido[4,3-b][1,4]oxazin-3-one COC1=NC(=NC=C1)OC1=CC=C(C=C1)C1CN(C1)C(=O)N1C[C@@H]2[C@@H](OCC(N2)=O)CC1